CN1N=C(C(=C1)C1=C2CCN(C(C2=CC(=C1)CCN(C)CCF)=O)C(C)C1=NC=C(C#N)C(=C1)OCC)C 6-(1-(5-(1,3-dimethyl-1H-pyrazol-4-yl)-7-(2-((2-fluoroethyl)(methyl)amino)ethyl)-1-oxo-3,4-dihydroisoquinolin-2(1H)-yl)ethyl)-4-ethoxynicotinonitrile